C(#N)C1=CC=C(C=C1)NCC(=O)O N-(4-cyanophenyl)-glycine